N1N=CC2=CC=C(C=C12)C1=CN(CCS1)C=1C2=C(N=CN1)NC=C2C 6-(1H-indazol-6-yl)-4-(5-methyl-7H-pyrrolo[2,3-d]pyrimidin-4-yl)-3,4-dihydro-2H-1,4-thiazine